NCCOCCOCCN ethylene glycol bis(beta-aminoethyl) ether